2-(2-chloro-3-methylphenyl)propan-2-amine ClC1=C(C=CC=C1C)C(C)(C)N